N1C=NC(=C1)CCNC1=NC(=NC2=CC=CC=C12)NC1=CC(=CC=C1)F N4-(2-(1H-imidazol-4-yl)ethyl)-N2-(3-fluorophenyl)quinazoline-2,4-diamine